2-(4-((6-azidohexanamido)methyl)phenyl)thiazole N(=[N+]=[N-])CCCCCC(=O)NCC1=CC=C(C=C1)C=1SC=CN1